(S)-N-(3-cyano-1-phenylpropyl)-7-dimethylamino-5-(4-(trifluoromethyl)phenyl)-3,4-dihydroisoquinoline-2(1H)-carboxamide C(#N)CC[C@@H](C1=CC=CC=C1)NC(=O)N1CC2=CC(=CC(=C2CC1)C1=CC=C(C=C1)C(F)(F)F)N(C)C